N1=C(SC2=C1C1=C(C=C2)OCC1)N1C(N([C@H]2[C@@H]1[C@@H](CC2)O)C(=O)OC(C)(C)C)=O |r| tert-Butyl rac-(3aR,4R,6aR)-3-(7,8-dihydrofuro[3,2-e][1,3]benzothiazol-2-yl)-4-hydroxy-2-oxohexahydrocyclopenta[d]imidazole-1(2H)-carboxylate